rac-2-(3,4-Dicyanophenyl)-2-(3,3-difluorocyclopentyl)-N-(5-(trifluoromethyl)-1,3,4-thiadiazol-2-yl)acetamide C(#N)C=1C=C(C=CC1C#N)C(C(=O)NC=1SC(=NN1)C(F)(F)F)C1CC(CC1)(F)F